triethyleneglycol n-pentyl ether C(CCCC)OCCOCCOCCO